NC1=NC=2C=CC=CC2C2=C1N=C(N2CCNC([C@H](CCCNC(=N)N)NC(OC(C)(C)C)=O)=O)CCCC (S)-tert-butyl 1-(2-(4-amino-2-butyl-1H-imidazo[4,5-c]quinolin-1-yl)ethylamino)-5-guanidino-1-oxopentan-2-ylcarbamate